8-bromo-2,3-dihydrospiro[1-benzopyran-4,2'-[1,3]dioxolane] BrC1=CC=CC2=C1OCCC21OCCO1